4-methylhippuric acid-d7 CC1=C(C(=C(C(N(C(C(=O)O)([2H])[2H])[2H])=O)C(=C1[2H])[2H])[2H])[2H]